CN1CC=CCC1 N-methyl-5,6-dihydro-pyridine